8-fluoro-2,5-dimethyl-4-(methyl-d3)-4,5-dihydro-2H-[1,2,3]triazolo[4,5-c]quinolin-6-amine FC=1C=C2C=3C(C(N(C2=C(C1)N)C)C([2H])([2H])[2H])=NN(N3)C